[Ga].[Dy] dysprosium-gallium